[Cl-].O=C1NC(CCC1C1=NN(C2=C(C=CC=C12)N1CCC(CC1)[NH3+])C)=O [1-[3-(2,6-Dioxo-3-piperidyl)-1-methyl-indazol-7-yl]-4-piperidyl]ammonium chloride